The molecule is a clathrate compound that is an ice-like solid that consists of methane which is trapped within the crystal structure of water. It has formula CH4.5.75H2O or 4CH4.23H2O. It contains a methane and a water. C.C.C.C.O.O.O.O.O.O.O.O.O.O.O.O.O.O.O.O.O.O.O.O.O.O.O